C(C=CCCCCCCCC)(=O)O 10E-undecenoic acid